C(=O)(OC(C)(C)C)N(C(SC)=N)C(=O)OC(C)(C)C N,N-di-BOC-S-methylisothiourea